CC1=CC=2C3=C(NC2C=C1)CCN(C3)C(=O)C3=NNC=C3 (8-methyl-1,3,4,5-tetrahydropyrido[4,3-b]indol-2-yl)-(1H-pyrazol-3-yl)methanone